tert-Butyl (2S,5R)-5-(4-(6-chloro-4-oxo-3,4-dihydro-7H-pyrrolo[2,3-d]pyrimidin-7-yl)phenyl)-2-cyclopropylmorpholine-4-carboxylate ClC1=CC2=C(N=CNC2=O)N1C1=CC=C(C=C1)[C@@H]1CO[C@H](CN1C(=O)OC(C)(C)C)C1CC1